tert-butyl 4-[3-(2,6-dibenzyloxy-3-pyridyl)-5-fluoro-1-methyl-indazol-6-yl]-3,3-difluoro-piperidine-1-carboxylate C(C1=CC=CC=C1)OC1=NC(=CC=C1C1=NN(C2=CC(=C(C=C12)F)C1C(CN(CC1)C(=O)OC(C)(C)C)(F)F)C)OCC1=CC=CC=C1